O=C1NC2=C(SC1CC(=O)NCC1(CCCCC1)OCCC)N=CC=C2 2-(2-oxo-2,3-dihydro-1H-pyrido[2,3-b][1,4]thiazin-3-yl)-N-((1-propoxycyclohexyl)methyl)acetamide